2-bromo-1-{4-[(1H-pyrazol-1-yl)methyl]phenyl}ethan-1-one BrCC(=O)C1=CC=C(C=C1)CN1N=CC=C1